C(=O)(O)C(CCCC)C=1C(=NC2=CC=CC=C2C1)C 1-carboxypentylmethyl-quinoline